3'-ethyl-5-(2,4,4-trimethylpentan-2-yl)biphenyl-2-ol C(C)C=1C=C(C=CC1)C=1C(=CC=C(C1)C(C)(CC(C)(C)C)C)O